2-bromo-1-(4-bromo-2-methyl-phenyl)ethanone butyl-4-((1,3-dioxoisoindolin-2-yl)methyl)benzoate C(CCC)OC(C1=CC=C(C=C1)CN1C(C2=CC=CC=C2C1=O)=O)=O.BrCC(=O)C1=C(C=C(C=C1)Br)C